N-(4-fluorobenzyl)thiourea FC1=CC=C(CNC(=S)N)C=C1